C(C)(=O)N1[C@H](C[C@H](C2=CC(=CC=C12)B1OC(C(O1)(C)C)(C)C)NC(OC(C)C)=O)C isopropyl ((2S,4R)-1-acetyl-2-methyl-6-(4,4,5,5-tetramethyl-1,3,2-dioxaborolan-2-yl)-1,2,3,4-tetrahydroquinolin-4-yl)carbamate